C(C)S(=O)(=O)C1=C(N=C(N1C)C=1C=NN(C1)CC(F)(F)F)N1CC2=NC=C(C=C2C1=O)C(F)(F)F 6-[5-ethylsulfonyl-1-methyl-2-[1-(2,2,2-trifluoroethyl)pyrazol-4-yl]imidazol-4-yl]-3-(trifluoromethyl)-7H-pyrrolo[3,4-b]pyridin-5-one